[F-].[Al+3].[K+].[F-].[F-].[F-] potassium-aluminum fluoride